N-(ethylcarbamothioyl)-2-(2-methoxypyridin-3-yl)-2-(4-(trifluoromethyl)pyridin-2-yl)acetamide C(C)NC(=S)NC(C(C1=NC=CC(=C1)C(F)(F)F)C=1C(=NC=CC1)OC)=O